N1=C(C=CC=C1)C(C)=O 1-(Pyridin-2-yl)ethan-1-on